C(C)(C)C1=C(C=CC=C1)C1N(CCN(C1)C1=CC=CC=C1)C1CCC12CCNCC2 (2-(2-isopropylphenyl)-4-phenylpiperazin-1-yl)-7-azaspiro[3.5]nonane